N-[4-(2,6-diisopropylphenyl)-6-phenoxy-pyrimidin-2-yl]benzenesulfonamide C(C)(C)C1=C(C(=CC=C1)C(C)C)C1=NC(=NC(=C1)OC1=CC=CC=C1)NS(=O)(=O)C1=CC=CC=C1